NC1CCC(CC1)NC1=NC2=C(C=C(C=C2C=N1)C1=CC=C(C=C1)NS(=O)(=O)C1=C(C=CC=C1)Cl)CC N-(4-(2-(((1r,4r)-4-aminocyclohexyl)amino)-8-ethylquinazolin-6-yl)phenyl)-2-chlorobenzenesulfonamide